bis(6,6-dibutoxyhexyl)magnesium C(CCC)OC(CCCCC[Mg]CCCCCC(OCCCC)OCCCC)OCCCC